4-amino-N-(cyclopropylmethyl)-N-(6-(trifluoromethyl)-2,3-dihydrobenzofuran-3-yl)imidazo[1,5-a]quinoxaline-8-carboxamide NC=1C=2N(C3=CC(=CC=C3N1)C(=O)N(C1COC3=C1C=CC(=C3)C(F)(F)F)CC3CC3)C=NC2